(((S)-3-(methoxymethyl)-1,2,3,5,6,7-hexahydro-s-indacen-4-yl)carbamoyl)-2-methyl-N-trityl-2,3-dihydropyrazolo[5,1-b]oxazole-7-sulfonimidamide COC[C@H]1CCC2=CC=3CCCC3C(=C12)NC(=O)C1(CN2C(O1)=C(C=N2)S(=O)(NC(C2=CC=CC=C2)(C2=CC=CC=C2)C2=CC=CC=C2)=N)C